C(#N)C1=C(C=CC=C1)[C@H]1CC[C@H](CC1)OC[C@@H]1N(CCC[C@@H]1NS(=O)(=O)C)C(=O)OC methyl cis-2-(((cis-4-(2-cyanophenyl)cyclohexyl)oxy)methyl)-3-((methylsulfonyl)amino)piperidine-1-carboxylate